2-((R*)-2,6-dioxopiperidin-3-yl)-5-(((S)-1-((8-fluoro-2-(tetrahydro-2H-pyran-4-yl)quinolin-6-yl)methyl)pyrrolidin-3-yl)oxy)isoindoline-1,3-dione O=C1NC(CC[C@H]1N1C(C2=CC=C(C=C2C1=O)O[C@@H]1CN(CC1)CC=1C=C2C=CC(=NC2=C(C1)F)C1CCOCC1)=O)=O |o1:6|